Acetaminoquinolone N(C(=O)C)C=1C(NC2=CC=CC=C2C1)=O